(3-chlorophenyl)-6-methylisoquinoline-1,5-diamine ClC=1C=C(C=CC1)C=1N=C(C=2C=CC(=C(C2C1)N)C)N